7,8,9,10,18,19,20,21-Octahydro-6H,17H-dibenzo[b,k][1,4,10,13,7,16]tetraoxadiazacyclooctadecine C1=CC=CC=2OCCNCCOC3=C(OCCNCCOC21)C=CC=C3